1-Acetyl-N-{(1S)-3-[3-endo-(2-methyl-1H-benzimidazol-1-yl)-8-azabicyclo[3.2.1]oct-8-yl]-1-phenylpropyl}-2-azetidinecarboxamide C(C)(=O)N1C(CC1)C(=O)N[C@@H](CCN1C2CC(CC1CC2)N2C(=NC1=C2C=CC=C1)C)C1=CC=CC=C1